C(C)(=O)[C@@H]1C([C@H]1C(=O)O)(C)C |r| trans-racemic-3-acetyl-2,2-dimethylcyclopropanecarboxylic acid